ClC=1C=C(C=CC1C#N)C1=NN(C=C1)C[C@H](C)N1N=CC=C1C(C)O N-{(2S)-1-[3-(3-chloro-4-cyanophenyl)-1H-pyrazol-1-yl]propan-2-yl}-5-(1-hydroxyethyl)-1H-pyrazole